1-(7-(benzo[d][1,3]dioxol-5-yloxy)-2-methylbenzofuran-3-yl)-N-methyl-methylamine O1COC2=C1C=CC(=C2)OC2=CC=CC=1C(=C(OC12)C)CNC